FC=1C=CC(=C2C(=CNC12)CCNC)OC 2-(7-fluoro-4-methoxy-1H-indol-3-yl)-N-methylethan-1-amine